ClC1=C(C=CC(=C1)N1C=NN(C1=O)C)C(=O)N[C@@]1(CCC=2N(C3=CC=C(C=C3C2)C)C1)C1=CC=CC=C1 (7S)-7-({[2-Chloro-4-(1-methyl-5-oxo-1,5-dihydro-4H-1,2,4-triazol-4-yl)phenyl]carbonyl}amino)-2-methyl-7-phenyl-6,7,8,9-tetrahydropyrido[1,2-a]indol